4-Amino-N-(8-(4,4-difluoropiperidin-1-yl)imidazo[1,2-a]pyrazin-6-yl)-2-(4,4-dimethylpiperidin-1-yl)benzamide NC1=CC(=C(C(=O)NC=2N=C(C=3N(C2)C=CN3)N3CCC(CC3)(F)F)C=C1)N1CCC(CC1)(C)C